6-fluoro-5-((1-((5-fluoro-2-methyl-3-oxo-3,4-dihydroquinoxalin-6-yl)methyl)azetidin-3-yl)oxy)-N-methylpicolinamide FC1=C(C=CC(=N1)C(=O)NC)OC1CN(C1)CC=1C(=C2NC(C(=NC2=CC1)C)=O)F